ethyl 4-(2-bromo-4-fluorophenyl)-6-((4-(methoxycarbonyl) piperazin-1-yl) methyl)-2-(thiazol-2-yl)-1,4-dihydropyrimidine-5-carboxylate BrC1=C(C=CC(=C1)F)C1N=C(NC(=C1C(=O)OCC)CN1CCN(CC1)C(=O)OC)C=1SC=CN1